NC=1C=C(C=CC1OC)C1=CC(=NC(=C1)C1=NC(=CC=C1)CN(CC(=O)O)CC(=O)O)C1=NC(=CC=C1)CN(CC(=O)O)CC(=O)O 2,2',2'',2'''-(((4'-(3-amino-4-methoxyphenyl)-[2,2':6',2''-terpyridine]-6,6''-diyl)bis(methylene))bis(azanetriyl))tetraacetic acid